C(C=C)(=O)OCO[Si](OC)(OC)C=CC acryloxy-propenyltrimethoxysilane